[Ga].[Sc].[Lu].[Gd].O=C1NC(CCC1N1C(C2=CC=CC(=C2C1=O)OCCC(CCOC=1C=C(C=CC1)CC(=O)N)(C)C)=O)=O 2-(3-((5-((2-(2,6-dioxopiperidin-3-yl)-1,3-dioxoisoindolin-4-yl)oxy)-3,3-dimethylpentyl)oxy)phenyl)acetamide gadolinium lutetium scandium gallium